(S)-2-(4-fluoro-3-trifluoromethylphenoxy)butyric acid FC1=C(C=C(O[C@H](C(=O)O)CC)C=C1)C(F)(F)F